tert-butyl (5-(5-oxopyrrolidin-3-yl)pentyl)carbamate O=C1CC(CN1)CCCCCNC(OC(C)(C)C)=O